CC(CSP(OCC(C)C)=S)C.[Na] sodium bis(2-methylpropyl)-dithiophosphonate